4-fluoro-3-((trimethylsilyl)ethynyl)benzaldehyde FC1=C(C=C(C=O)C=C1)C#C[Si](C)(C)C